CN(C=1C=CC(=C(C1)N1/C(/SCC1=O)=N/C(=O)NC1=C(C=C(C=C1)C1=NN(C=N1)C1=CC=C(C=C1)OC(F)(F)F)CC)OCCC(F)(F)F)C (Z)-1-(3-(5-(dimethylamino)-2-(3,3,3-trifluoropropoxy)phenyl)-4-oxothiazolidin-2-ylidene)-3-(2-ethyl-4-(1-(4-(trifluoromethoxy)phenyl)-1H-1,2,4-triazol-3-yl)phenyl)urea